(S)-N-((E)-(6-Chloro-1-(cis-3-(ethylsulfonyl)cyclobutoxy)-2,7-naphthyridin-4-yl)methylene)-2-methylpropane-2-sulfinamide ClC=1C=C2C(=CN=C(C2=CN1)O[C@@H]1C[C@@H](C1)S(=O)(=O)CC)\C=N\[S@@](=O)C(C)(C)C